FC1=CC=C(C=C1)N1CCN(CC1)CC[C@@H]1OC(C2(C1)CCN(CC2)C(C(C)(C)NC(C(C)(C)C)=O)=O)=O (R)-N-(1-(3-(2-(4-(4-fluorophenyl)piperazin-1-yl)ethyl)-1-oxo-2-oxa-8-azaspiro[4.5]decan-8-yl)-2-methyl-1-oxopropan-2-yl)pivalamide